N-(1-methyl-2-phenylethyl)-N-benzyldimethylaminosulfonamide CC(CC1=CC=CC=C1)N(S(=O)(=O)N(C)C)CC1=CC=CC=C1